tert-butyl (2-((4-(2,9-dichloro-5-ethyl-6-oxo-5,6-dihydro-7H-benzo[d]pyrido[3,2-f][1,3]diazepin-7-yl)-3,5-difluorophenyl)amino)ethyl)(methyl)carbamate ClC1=CC=2C3=C(N(C(N(C2N=C1)CC)=O)C1=C(C=C(C=C1F)NCCN(C(OC(C)(C)C)=O)C)F)C=C(C=C3)Cl